FC(C12CC(C1)(C2)O)(F)F 3-(trifluoromethyl)bicyclo[1.1.1]pentan-1-ol